C(C)NC1=C(C=CC=C1)NCCNC1=CC=C(C=C1)Cl N-(2-ethylamino-phenyl)-N'-(4-chlorophenyl)-1,2-ethanediamine